C(C)C1=C(C(=NO1)C)COC=1C=C(C(=O)N(N)C(=O)C2=NC3=CC=CC=C3C=C2)C=CC1 N-(3-((5-ethyl-3-methylisoxazol-4-yl)methoxy)benzoyl)quinoline-2-carbohydrazide